The molecule is a tetrahydroxyflavanone that is (2S)-flavanone substituted by hydroxy group at positions 5, 7, 3' and 4' and a geranyl group at position 2'. Isolated from Macaranga tanarius and propolis collected in Okinawa, it exhibits radical scavenging activity. It has a role as a metabolite and a radical scavenger. It is a tetrahydroxyflavanone and a member of 4'-hydroxyflavanones. CC(=CCC/C(=C/CC1=C(C=CC(=C1O)O)[C@@H]2CC(=O)C3=C(C=C(C=C3O2)O)O)/C)C